(1ξ,3ξ)-1,2,3,4-tetrahydro-1-methyl-β-carboline-3-carboxylic acid CC1NC(CC=2C3=CC=CC=C3NC12)C(=O)O